CN1C=NC(=C1)[C@H](C)NC(=O)C1=CC2=CC=CC(=C2C=C1)C1=CC=C(C=C1)C(F)(F)F (S)-N-(1-(1-methyl-1H-imidazol-4-yl)ethyl)-5-(4-(trifluoromethyl)phenyl)-2-naphthamide